1-(tert-butyl)-4-(3-chloro-5-(4,4,5,5-tetramethyl-1,3,2-dioxaborolan-2-yl)phenyl)piperazine C(C)(C)(C)N1CCN(CC1)C1=CC(=CC(=C1)B1OC(C(O1)(C)C)(C)C)Cl